1-(4-fluorophenyl)-8-methoxy-9-(1-methyl-1H-pyrazol-3-yl)-5,6-dihydroimidazo[5,1-a]isoquinoline-3-carboxylic acid FC1=CC=C(C=C1)C=1N=C(N2C1C1=CC(=C(C=C1CC2)OC)C2=NN(C=C2)C)C(=O)O